FC1C(=CCC(C1)C(C)C)C 4-Fluoro-3-methyl-6-propan-2-ylcyclohex-2-en